4-(3-hydroxyoxetan-3-yl)-N-((1r,4r)-4-(4-(trifluoromethyl)phenoxy)cyclohexyl)benzamide OC1(COC1)C1=CC=C(C(=O)NC2CCC(CC2)OC2=CC=C(C=C2)C(F)(F)F)C=C1